tert-butyl 4-[6-(5-isopropoxy-1-trityl-pyrazolo[3,4-c]pyridin-3-yl)pyrimidin-4-yl]piperazine-1-carboxylate C(C)(C)OC=1C=C2C(=CN1)N(N=C2C2=CC(=NC=N2)N2CCN(CC2)C(=O)OC(C)(C)C)C(C2=CC=CC=C2)(C2=CC=CC=C2)C2=CC=CC=C2